(2S)-N-{(3SR,4SR)-7-bromo-4-[(2,3'-difluoro[1,1'-biphenyl]-3-yl)methyl]-6-oxo-1,3,4,6-tetrahydro-2H-quinolizin-3-yl}oxolane-2-carboxamide BrC=1C(N2[C@H]([C@H](CCC2=CC1)NC(=O)[C@H]1OCCC1)CC=1C(=C(C=CC1)C1=CC(=CC=C1)F)F)=O |&1:4,5|